1-[[[3-(1-hydroxyethyl)-6-[6-[(6-methylpyridazin-3-yl)amino]benzimidazol-1-yl]-2-pyridyl]-methyl-amino]methyl]cyclopropanecarbonitrile OC(C)C=1C(=NC(=CC1)N1C=NC2=C1C=C(C=C2)NC=2N=NC(=CC2)C)N(C)CC2(CC2)C#N